4-((9-chloro-7-(5-fluoro-1H-indol-1-yl)-2,3-dihydrobenzo[f][1,4]oxazepin-4(5H)-yl)methyl)pyridin-2(1H)-one ClC1=CC(=CC=2CN(CCOC21)CC2=CC(NC=C2)=O)N2C=CC1=CC(=CC=C21)F